OC1=C(C(=O)C2=C(C=CC=C2)O)C=CC(=C1)OCCOC(C=C)=O 2,2'-dihydroxy-4-(2-acryloyloxyethoxy)benzophenone